F[C@@H]1[C@@H](C1)C(=O)NC1=CC=C2C(=N1)N(C=C2C=2C(=CC=1N(C2)N=CN1)OC)COCC[Si](C)(C)C (1S,2S)-2-fluoro-N-(3-(7-methoxy-[1,2,4]triazolo[1,5-a]pyridin-6-yl)-1-((2-(trimethylsilyl)ethoxy)methyl)-1H-pyrrolo[2,3-b]pyridin-6-yl)cyclopropane-1-carboxamide